C(#N)N1[C@@H]2[C@H](CCC1)CN(C2)C2=C1C(=C(NC1=C(C=C2F)C(=O)N)C)C (RS)-cis-4-(1-cyanohexahydro-1H-pyrrolo[3,4-b]pyridin-6(2H)-yl)-5-fluoro-2,3-dimethyl-1H-indole-7-carboxamide